3-methoxy-4-((3-(4-(((1S,4S)-4-(4-(methyl-sulfonyl)piperidin-1-yl)cyclohexyl)amino)-1-(2,2,2-trifluoroethyl)-1H-indol-2-yl)prop-2-yn-1-yl)amino)benzenesulfonamide COC=1C=C(C=CC1NCC#CC=1N(C2=CC=CC(=C2C1)NC1CCC(CC1)N1CCC(CC1)S(=O)(=O)C)CC(F)(F)F)S(=O)(=O)N